[6-(difluoromethoxy)-1,2,3,4-tetrahydronaphthalen-1-yl]methylamine FC(OC=1C=C2CCCC(C2=CC1)CN)F